C(C)(C)(C)OC(=O)N1CCC2(CC1)C(C1=CC(=CC=C1C2)C2=C(C=CC=C2)C(C)C)O E-1-hydroxy-6-(2-isopropylphenyl)-1,3-dihydrospiro[indene-2,4'-piperidine]-1'-carboxylic acid tert-butyl ester